OC1(C=CC=C2N=CC(CCN(C(C([2H])([2H])[2H])(C([2H])([2H])[2H])[2H])C(C([2H])([2H])[2H])(C([2H])([2H])[2H])[2H])=C12)C(CCC(=O)[O-])C(=O)[O-] 4-hydroxy-N,N-di(heptadeuteroisopropyl)tryptamine-4-glutarate